(2S,4S)-2-(hydrazinocarbonyl)-4-phenylpyrrolidine-1-carboxylic acid tert-butyl ester C(C)(C)(C)OC(=O)N1[C@@H](C[C@H](C1)C1=CC=CC=C1)C(=O)NN